2-(1,4-dioxane-2-yl)-6-chloro-3,3-diphenyl-indoline O1C(COCC1)C1NC2=CC(=CC=C2C1(C1=CC=CC=C1)C1=CC=CC=C1)Cl